2-(4,4-dimethylpentan-2-yl)-5,7,7-trimethyloctanoyl chloride CC(CC(C)C(C(=O)Cl)CCC(CC(C)(C)C)C)(C)C